NC1(CC(C(=O)C2=CC=CC=C2)=CC=C1)N 3,3-diaminobenzophenone